NC1=C2C(=NC=N1)N(N=C2C2=CC=C(C=C2)OC2=CC=CC=C2)CCCCC(=O)NC2=C(C=CC=C2)N 5-(4-amino-3-(4-phenoxyphenyl)-1H-pyrazolo[3,4-d]pyrimidin-1-yl)-N-(2-aminophenyl)valeramide